4-(6-{[(2R,3S)-3-{[4-fluoro-3-(trifluoromethyl)phenyl]carbamoyl}-7-(propan-2-ylidene)bicyclo[2.2.1]heptan-2-yl]carbamoyl}-5-methoxypyridin-2-yl)benzoic acid FC1=C(C=C(C=C1)NC(=O)[C@@H]1[C@@H](C2CCC1C2=C(C)C)NC(=O)C2=C(C=CC(=N2)C2=CC=C(C(=O)O)C=C2)OC)C(F)(F)F